(S)-N1-Ethyl-N6-(1-(2-(2-adamantylamino)-2-oxoethyl)-2-oxo-1,2-dihydropyridin-3-yl)-5-(3-methylbenzofuran-2-carboxamido)-2-oxohexandiamid C(C)NC(C(CC[C@@H](C(=O)NC=1C(N(C=CC1)CC(=O)NC1C2CC3CC(CC1C3)C2)=O)NC(=O)C=2OC3=C(C2C)C=CC=C3)=O)=O